tert-butyl(1-(7-chloro-4-(1H-imidazol-1-yl) quinolin-2-yl) piperidin-3-yl) carbamate C(N)(OC1C(N(CCC1)C1=NC2=CC(=CC=C2C(=C1)N1C=NC=C1)Cl)C(C)(C)C)=O